ClC[C@H](CC1(N(CCC1=C)C(=O)OC(C)(C)C)C(=O)OCC)O 1-(t-butyl) 2-ethyl 2-((S)-3-chloro-2-hydroxylpropyl)-3-methylenepyrrolidin-1,2-dicarboxylate